(1S,2S)-trans-2-aminocyclopentanol HCl C1C[C@@H]([C@H](C1)O)N.Cl